OC1=CC=C(C=C2C(N(C(S2)=NN=C2C(NC3=CC=C(C=C23)Br)=O)C2=CC(=CC=C2)C(C)C)=O)C=C1 3-(2-(5-(4-hydroxybenzylidene)-3-(3-isopropylphenyl)-4-oxothiazolidin-2-ylidene)hydrazono)-5-bromoindol-2-one